(3R)-1-{4-chloro-2-[1-(cyclopropylmethyl)-6-(4-methoxypiperidin-1-yl)-1H-pyrrolo[2,3-b]pyridin-2-yl]-3-methylpyrazolo[1,5-a]pyridin-6-carbonyl}piperidin-3-amine ClC=1C=2N(C=C(C1)C(=O)N1C[C@@H](CCC1)N)N=C(C2C)C2=CC=1C(=NC(=CC1)N1CCC(CC1)OC)N2CC2CC2